ClC1=C(C(=CC=C1)Cl)C=CC(C)=C(C1=C(C=CC=C1)C(C(=O)NC)=NOC)ON 2-(2-(3-(2,6-dichlorophenyl)-1-methyl-allylidene-aminooxymethyl)-phenyl)-2-methoxyimino-N-methyl-acetamide